CC1CSCC(N1)C(=O)O 5-methylthiomorpholine-3-carboxylic acid